di(2-tetrahydrofuryl)propane O1C(CCC1)C(C)(C)C1OCCC1